(S)-N'-hydroxy-5-nitro-6-((oxetan-2-ylmethyl)amino)pyridinecarboxamidine ON=C(N)C1=NC(=C(C=C1)[N+](=O)[O-])NC[C@H]1OCC1